3-[2-({1-[6-(difluoromethoxy)(2-pyridyl)]-isopropyl}amino)pyrimidin-5-yl]-4-fluorobenzamide FC(OC1=CC=CC(=N1)C(C)(C)NC1=NC=C(C=N1)C=1C=C(C(=O)N)C=CC1F)F